FC=1C(=NC=C2C(=C(C(=NC12)O)[N+](=O)[O-])O)Cl 8-fluoro-7-chloro-3-nitro-1,6-naphthyridine-2,4-diol